C(C)C=1C(=CC(=C(C1)C=1NC(=NN1)C(=O)NCCN1CCCCC1)O)O 5-(5-ethyl-2,4-dihydroxyphenyl)-N-(2-(piperidin-1-yl)ethyl)-4H-1,2,4-triazole-3-carboxamide